O1CCC(=CC1)C1=NC(=CC=C1)F 2-(3,6-dihydro-2H-pyran-4-yl)-6-fluoropyridine